O1C(OCC2=C1C=CC=C2)C2=CC(=NC(=N2)C(=O)N)C2=C(C=CC=C2)F 6-(benzo1,3-dioxanyl)-4-(2-fluorophenyl)-pyrimidineamide